CC=1C(OC(C1C)=O)O\C=C(\C(=O)OCC)/N1N=C(C2=CC=CC=C12)F ethyl (Z)-3-[(3,4-dimethyl-5-oxo-2H-furan-2-yl)oxy]-2-(3-fluoroindazol-1-yl)prop-2-enoate